FC1=C(C(=C(C(=C1S(=O)(=O)NC(C(N)C1=CC=CC=C1)C1=CC=CC=C1)F)F)F)F N-(pentafluorobenzenesulfonyl)-1,2-diphenylethylenediamine